(Z)-triethyl aconitate C(\C=C(/C(=O)OCC)\CC(=O)OCC)(=O)OCC